2-methyl-Mercaptoaniline CC1=C(NS)C=CC=C1